Tert-butyl (S)-5-amino-4-(4-((4-((1-(4-cyano-2-fluorophenyl)piperidin-4-yl)thio)-3-fluorobenzyl)oxy)-1-oxoisoindolin-2-yl)-5-oxopentanoate NC([C@H](CCC(=O)OC(C)(C)C)N1C(C2=CC=CC(=C2C1)OCC1=CC(=C(C=C1)SC1CCN(CC1)C1=C(C=C(C=C1)C#N)F)F)=O)=O